(1R,3R)-3-(aminomethyl)cyclobutan-1-ol hydrochloride C1C(CC1O)CN.Cl